C(N)(=N)C=1C=C(SC1)C(C(=O)NC)NC(=O)[C@H]1N(C[C@@H](C1)OC(F)F)C(CNC(C1=CC=C(C=C1)OC1=CC=CC=C1)=O)=O (2S,4R)-N-(1-(4-carbamimidoylthiophen-2-yl)-2-(methylamino)-2-oxoethyl)-4-(difluoromethoxy)-1-((4-phenoxybenzoyl)glycyl)pyrrolidine-2-carboxamide